thiovalerolactone C1(CCCCO1)=S